N1CC(CC1)C1=NC=CC(=C1)N (pyrrolidin-3-yl)pyridin-4-amine